thiophene-2,4-dicarboxylic acid 2-(tert-butyl) 4-methyl ester COC(=O)C=1C=C(SC1)C(=O)OC(C)(C)C